COC(=O)C1CC(C1)O methyl (1r,3r)-3-hydroxycyclobutane-1-carboxylate